(S*)-(8-chloro-10,11-dihydrobenzo[6,7]oxepino[3,2-b]pyridin-11-yl)-N-methylmethanamine ClC=1C=CC2=C(C[C@H](C3=NC=CC=C3O2)CNC)C1 |o1:7|